difluorochloropyrimidine C1=C(N=C(N=C1F)Cl)F